(R/S)-N-(3-(1-aminoethyl)-5-(difluoromethyl)phenyl)acetamide hydrochloride Cl.N[C@H](C)C=1C=C(C=C(C1)C(F)F)NC(C)=O |r|